5-(2,3-difluorophenyl)-3-(3-isoquinolin-4-ylpropanoyl)-1,3-oxazolidin-2-one FC1=C(C=CC=C1F)C1CN(C(O1)=O)C(CCC1=CN=CC2=CC=CC=C12)=O